Cl.Cl.ONC(=O)C1(CCN(CC1)CC1=NC=CC=C1)S(=O)(=O)C1=CC=C(C=C1)OC1=CC=C(C=C1)C(F)(F)F N-hydroxy-1-(pyridinylmethyl)-4-[[4-[4-(trifluoromethyl)phenoxy]phenyl]sulfonyl]-4-piperidinecarboxamide dihydrochloride